Acryldivinylbenzol C(=O)(C=C)C=1C(=C(C=CC1)C=C)C=C